7-(8-((3-methoxy-4-morpholinophenyl)amino)-[1,2,4]triazolo[1,5-a]pyrazin-6-yl)-2H-benzo[b][1,4]oxazin-3(4H)-one COC=1C=C(C=CC1N1CCOCC1)NC=1C=2N(C=C(N1)C=1C=CC3=C(OCC(N3)=O)C1)N=CN2